N[C@@H](CC(C)C)CO (S)-leucinol